N1=CN=C(C=C1C1=C(C=CC=C1)C1=CC=CC=C1)C1=C(C=CC=C1)C1=CC=CC=C1 pyrimidine-4,6-diylbis(biphenyl)